FC=1C2=C(C=NC1)C=C(N2)CNC(OC(C)(C)C)=O tert-Butyl N-[(7-fluoro-1H-pyrrolo[3,2-c]pyridin-2-yl)methyl]carbamate